3-[(3aR,9bR)-9b-(benzenesulfonyl)-7-[(2-chloro-6-fluorophenyl)methoxy]-1H,2H,3H,3aH,4H,5H,9bH-benzo[e]indole-3-carbonyl]-1λ6-thiolane-1,1-dione C1(=CC=CC=C1)S(=O)(=O)[C@]12CCN([C@@H]2CCC2=C1C=CC(=C2)OCC2=C(C=CC=C2F)Cl)C(=O)C2CS(CC2)(=O)=O